ClC1=CC=C(CCNC(=O)N2CC=3C(CC2)=C(N(N3)C3=NC=CC=C3)O)C=C1 N-(4-chlorophenethyl)-3-hydroxy-2-(pyridin-2-yl)-2,4,5,7-tetrahydro-6H-pyrazolo[3,4-c]pyridin-6-carboxamide